BrC1=CC=C(C=C1)[C@@H]1[C@H]([C@@H](C[C@@H](C1)OC1=CC=CC=C1)C(NC1=C(C=C(C=C1)C(F)(F)F)F)=O)C(=O)OCC1=CC=CC=C1 |r| rac-benzyl (1R,2S,4R,6R)-2-(4-bromophenyl)-6-((2-fluoro-4-(trifluoromethyl)phenyl)carbamoyl)-4-phenoxycyclohexane-1-carboxylate